N1=CC(=CC=C1)NC(=O)C=1C=NC=CC1 N-(3-pyridyl)pyridine-3-carboxamide